(S)-N-((1S)-4-(5-(3-cyano-4-(prop-2-yloxy)phenyl)-1,2,4-oxadiazol-3-yl)-2,3-dihydro-1H-inden-1-yl)-N-(2-hydroxyethyl)-2-methylpropan-2-sulfinamide C(#N)C=1C=C(C=CC1OC(C)C)C1=NC(=NO1)C1=C2CC[C@@H](C2=CC=C1)N([S@@](=O)C(C)(C)C)CCO